(2S)-2-({5-[(1S)-1-[(5-chloro-2-methoxypyridin-3-yl)amino]ethyl]thiophen-2-yl}formamido)-N-{3-cyanobicyclo[1.1.1]pentan-1-yl}-3-cyclopentylpropanamide ClC=1C=C(C(=NC1)OC)N[C@@H](C)C1=CC=C(S1)C(=O)N[C@H](C(=O)NC12CC(C1)(C2)C#N)CC2CCCC2